5-cyano-4-(3,4-dichlorophenyl)-6-methyl-2-oxo-1H-pyridine-3-carboxylic acid ethyl ester C(C)OC(=O)C=1C(NC(=C(C1C1=CC(=C(C=C1)Cl)Cl)C#N)C)=O